FC=1C=CC(=NC1)C(CO)OC=1C=2N(C=C(C1)C=1C=NN(C1C)C1CCN(CC1)C(C=C)=O)N=CC2C#N 4-[1-(5-Fluoro-2-pyridyl)-2-hydroxy-ethoxy]-6-[5-methyl-1-(1-prop-2-enoyl-4-piperidyl)pyrazol-4-yl]pyrazolo[1,5-a]pyridine-3-carbonitrile